6,6-dimethyl-3-azabicyclo[3.1.0]hexane-2-carboxamide CC1(C2CNC(C12)C(=O)N)C